2'-amino-6',7'-dihydro-5'H-spiro[azetidine-3,4'-[1]benzothiophene]-3'-carbonitrile trifluoroacetate salt FC(C(=O)O)(F)F.NC=1SC2=C(C1C#N)C1(CCC2)CNC1